C(#C)C1(COC1)O 3-ethynyloxetan-3-ol